CC1(OB(OC1(C)C)C=1C=C(C=NC1)NC(=O)CCCN1CCN(CC1)C(=O)OC(C)(C)C)C tert-butyl 4-(3-{[5-(4,4,5,5-tetramethyl-1,3,2-dioxaborolan-2-yl)pyridin-3-yl]carbamoyl}propyl)piperazine-1-carboxylate